C(=O)(O)CC=1C(=C(C(=O)NC2=CC=C(C=C2)CC(=O)O)C=C(C1)O)O (4-(3-(carboxymethyl)-2,5-dihydroxybenzoylamino)phenyl)acetic acid